6-[5-(aminomethyl)pyridin-2-yl]-5-(2-methyl-5-pyridin-2-ylpyrazol-3-yl)oxypyridine-3-carbonitrile NCC=1C=CC(=NC1)C1=C(C=C(C=N1)C#N)OC=1N(N=C(C1)C1=NC=CC=C1)C